ClC1=C(C=C(C=C1)F)C1=C(C=C(N=N1)NC1C[C@@H]2[C@@H](CN(C2)CC2CCOCC2)C1)C(F)F (3aR,5s,6aS)-N-(6-(2-chloro-5-fluorophenyl)-5-(difluoromethyl)pyridazin-3-yl)-2-((tetrahydro-2H-pyran-4-yl)methyl)octahydrocyclopenta[c]pyrrol-5-amine